C(CC)O[C@@H](C=S)[C@@H](O)[C@H](O)[C@H](O)CO 2-O-propyl-1-thio-D-glucose